O=C1N(C(C=C1)=O)CCCCCC(=O)N[C@H](C(=O)NC(C)C)C(C)C (S)-2-((S)-2-(6-(2,5-dioxo-2,5-dihydro-1H-pyrrol-1-yl)hexanamido)-3-methylbutanamido)propan